CC(=NO)C Dimethyl ketoxime